3-(1-oxo-5-(7-(pyrrolidin-1-ylmethyl)-3H-imidazo[4,5-b]pyridin-5-yl)isoindolin-2-yl)piperidine-2,6-dione trifluoroacetate FC(C(=O)O)(F)F.O=C1N(CC2=CC(=CC=C12)C1=CC(=C2C(=N1)NC=N2)CN2CCCC2)C2C(NC(CC2)=O)=O